C1(=CC=CC=C1)C1=C(C(=NN=N1)C1=C(C=CC=C1)C1=C(C(=CC=2SC3=C(C21)C=CC=C3)C3=CC=CC=C3)C3=C(C(=CC=2C1=CC=CC=C1CC32)C)C)C3=CC=CC=C3 (diphenyltriazinyl)[Phenyl(dimethylfluorenyl)dibenzothiophenyl]benzene